C(C)(C)(C)OC(=O)N1C(OCC1)(C)C tert-butyl-(2,2-dimethyloxazolidine-3-carboxylate)